amino-benzotrifluoride NC1=C(C=CC=C1)C(F)(F)F